spiro[4,5-dihydrothieno[2,3-c]pyran-7,4'-piperidin]-4-ol N1CCC2(CC1)OCC(C1=C2SC=C1)O